(S)-2-(3-chlorophenyl)-1-(3-fluoro phenyl)-2-methylpropyl((S)-3-cyclohexyl-1-(((S)-1-hydroxy-3-((S)-2-oxopyrrolidin-3-yl) propan-2-yl)amino)-1-oxopropan-2-yl)carbamate ClC=1C=C(C=CC1)C([C@H](C1=CC(=CC=C1)F)N(C([O-])=O)[C@H](C(=O)N[C@H](CO)C[C@H]1C(NCC1)=O)CC1CCCCC1)(C)C